N1CC(C1)CN1CCN(CC1)C=1C=C2C(=NN(C(C2=CC1)=O)C1C(NC(CC1)=O)=O)C 3-(6-{4-[(azetidin-3-yl)methyl]piperazin-1-yl}-4-methyl-1-oxo-1,2-dihydrophthalazin-2-yl)piperidine-2,6-dione